FC1=C(C(=CC=2SC3=C(C21)C=C(C(=C3)OCCCCC)F)OCCC)F 1,2,8-trifluoro-7-pentoxy-3-propoxy-dibenzothiophene